ClC1=C(C=CC=C1F)/C(=N\S(=O)C(C)(C)C)/C1(CC1)F (E)-N-((2-Chloro-3-fluorophenyl)(1-fluorocyclopropyl)methylene)-2-methylpropane-2-sulfinamide